ClC=1C(=NC=C(C1CC(=O)O)Cl)C(=C)OCC 2-[3,5-dichloro-2-(1-ethoxyvinyl)-4-pyridyl]acetic acid